C1(CCN2CCCC12)N hexahydro-1H-pyrrolizin-1-amine